C(CCC)[N+]1=C(C(=CC=C1)CC)C 1-(1-Butyl)-2-methyl-3-ethylpyridinium